1-(2-((6-(1H-pyrazol-4-yl)benzo[d]thiazol-2-yl)amino)pyridin-4-yl)-ethanol N1N=CC(=C1)C1=CC2=C(N=C(S2)NC2=NC=CC(=C2)C(C)O)C=C1